BrC=1C=2N(C=C(C1)C1(CC1)F)C=C(N2)[C@@H](C)N[S@](=O)C(C)(C)C (R)-N-((R)-1-(8-bromo-6-(1-fluorocyclopropyl)imidazo[1,2-a]pyridin-2-yl)ethyl)-2-methylpropane-2-sulfinamide